COC(=O)C1=CC(=C(S1)C)C1=NC=C(C=N1)OC1CN(C1)C(=O)OC(C)(C)C tert-butyl 3-({2-[5-(methoxycarbonyl)-2-methylthiophen-3-yl]pyrimidin-5-yl}oxy)azetidine-1-carboxylate